methyl 1,1-bicyclobutanecarboxylate C1(CCC1)(C1CCC1)C(=O)OC